ClC1=NC=C(C2=CC(=NC=C12)Cl)C(C)=O 1-(1,6-dichloro-2,7-naphthyridin-4-yl)ethan-1-one